sodium tetrabromogold Br[Au](Br)(Br)Br.[Na]